N-(4-((4-(3-(hydroxymethyl)tetrahydrofuran-3-yl)-6-(methylsulfonyl)pyridin-2-yl)amino)-5-(7-methyl-3-oxo-8,9-dihydro-3H-pyrido[4,3,2-de]phthalazin-2(7H)-yl)pyridin-2-yl)acetamide OCC1(COCC1)C1=CC(=NC(=C1)S(=O)(=O)C)NC1=CC(=NC=C1N1C(C=2C=CC=C3C2C(=N1)CCN3C)=O)NC(C)=O